9,9-bis(4-aminophenoxyphenyl)fluorene NC1=CC=C(OC2=C(C=CC=C2)C2(C3=CC=CC=C3C=3C=CC=CC23)C2=C(C=CC=C2)OC2=CC=C(C=C2)N)C=C1